BrC=1SC=C(N1)C1CN(CCN1C)C(=O)OC(C)(C)C tert-butyl 3-(2-bromothiazol-4-yl)-4-methylpiperazine-1-carboxylate